C1(=CC=CC=C1)C=1C=C2C=CC=3N=CSC3C2=CC1 7-Phenylnaphtho[2,1-d]thiazole